bis(2,4-di-t-butyl-6-methylphenyl) ethylene phosphite P(O)(O)O.C(C)(C)(C)C1=C(C(=CC(=C1)C(C)(C)C)C)C=CC1=C(C=C(C=C1C)C(C)(C)C)C(C)(C)C